N1=C(C=C2C(C=CC=C12)=O)C(=O)O.ClC=1N=CC(=NC1)CN1CCOCC1 4-((5-chloropyrazin-2-yl)methyl)morpholine indole-4-onecarboxylate